CN1N=NC2=C1C=CC(=C2C)[C@@H](CC(=O)OCC)C=2C=C(C1=C(C=CS1)C2)CN2CC1=C(C[C@@H](C2)CC)C=CC=N1 Ethyl (3S)-3-(1,4-dimethyl-1H-benzotriazol-5-yl)-3-(7-{[(6S)-6-ethyl-5,6,7,9-tetrahydro-8H-pyrido[2,3-c]azepin-8-yl]methyl}-1-benzothiophen-5-yl)propanoate